5-(4-hydroxyphenyl)-2-aminobenzoxazole OC1=CC=C(C=C1)C=1C=CC2=C(N=C(O2)N)C1